2,4-difluoro-6-nitrophenyl-methyl-1H-pyrazol-5-amine FC1=C(C(=CC(=C1)F)[N+](=O)[O-])C1=NN(C(=C1)N)C